ISOPROPOXYACETIC ACID C(C)(C)OCC(=O)O